3-amino-N-[2-(piperidin-4-ylsulfanyl)-1,6-naphthyridin-7-yl]Benzamide NC=1C=C(C(=O)NC2=NC=C3C=CC(=NC3=C2)SC2CCNCC2)C=CC1